2-((2-bromophenyl)carbamoyl)benzoic acid BrC1=C(C=CC=C1)NC(=O)C1=C(C(=O)O)C=CC=C1